N-[1-((6-chloropyridin-3-yl)methyl)pyridin-2(1H)-ylidene]-2,2,2-trifluoro-N'-isopropylacetamidin ClC1=CC=C(C=N1)CN1C(C=CC=C1)=NC(C(F)(F)F)=NC(C)C